C(#N)C=1C=NN2C1C(=CC(=C2)C=2C=NN(C2)C2CCN(CC2)C(=O)C2CN(C2)C(=O)OC(C)(C)C)O tert-butyl 3-(4-(4-(3-cyano-4-hydroxypyrazolo[1,5-a]pyridin-6-yl)-1H-pyrazol-1-yl) piperidine-1-carbonyl)azetidine-1-carboxylate